2-(6-(((1r,2s,3s,5s)-2-fluoro-8-azabicyclo[3.2.1]oct-3-yl)oxy)pyridazin-3-yl)-5-(1H-pyrazol-4-yl)phenol F[C@H]1[C@H]2CC[C@@H](C[C@@H]1OC1=CC=C(N=N1)C1=C(C=C(C=C1)C=1C=NNC1)O)N2